N2-(3-(4-cyclopropoxy-5-(trifluoromethyl)pyridin-2-yl)-1,2,4-thiadiazol-5-yl)-N3,N3-dimethyl-pyridine-2,3-diamine C1(CC1)OC1=CC(=NC=C1C(F)(F)F)C1=NSC(=N1)NC1=NC=CC=C1N(C)C